6-methyl-benzothiazolium CC1=CC2=C([NH+]=CS2)C=C1